3-(3,4-dimethoxyphenyl)-1-(4-hydroxyphenyl)-2-propen-1-one COC=1C=C(C=CC1OC)C=CC(=O)C1=CC=C(C=C1)O